ClC1=NC(=C(C(=N1)C)C(=O)OC)NC(C)CCC methyl 2-chloro-4-methyl-6-(pentan-2-ylamino)pyrimidine-5-carboxylate